2-[[3-[3-(trifluoromethyl)phenyl]imidazo[1,2-b]pyridazin-6-yl]amino]-7-azaSpiro[3.5]nonane-7-carboxylate FC(C=1C=C(C=CC1)C1=CN=C2N1N=C(C=C2)NC2CC1(C2)CCN(CC1)C(=O)[O-])(F)F